1-[5-fluoro-2-(3-methyl-4-piperazin-1-yl-phenylamino)-pyrimidin-4-yl]-1H-indole-3-carboxamide FC=1C(=NC(=NC1)NC1=CC(=C(C=C1)N1CCNCC1)C)N1C=C(C2=CC=CC=C12)C(=O)N